C(C)C1CCC(C2C(CCCC12)C)=O 4-ethyl-8-methyloctahydronaphthalen-1(2H)-one